(3-amino-5-methyl-4,5,6,7-tetrahydro-pyrazolo[4,3-c]pyridin-1-yl)(4,5,6,7-tetrahydro-1H-indol-4-yl)methanone NC1=NN(C2=C1CN(CC2)C)C(=O)C2C=1C=CNC1CCC2